ClC=1C(=C(C=CC1Cl)NC1=NC=NC2=CC(=C(C=C12)I)O[C@@H]1COCC1)F (S)-N-(3,4-dichloro-2-fluorophenyl)-6-iodo-7-((tetrahydrofuran-3-yl)oxy)quinazolin-4-amine